NC(C(=O)O)C(CC)C(F)(F)F 2-amino-3-(trifluoromethyl)pentanoic acid